OCCCCCCC1C(CCCCCCCC(=O)OCC)O1 ethyl 9,10-epoxy-16-hydroxyhexadecanoate